COC=1C2=C(N=C(N1)NC1CC(C1)(O)C)NC=C2C=2C=CC=1N(C2)C(=NN1)C 3-((4-methoxy-5-(3-methyl-[1,2,4]triazolo[4,3-a]pyridin-6-yl)-7H-pyrrolo[2,3-d]pyrimidin-2-yl)amino)-1-methylcyclobutan-1-ol